nitro-2-propoxypyrimidine [N+](=O)([O-])C1=NC(=NC=C1)OCCC